2-chloro-4-(5-methyl-3-(trifluoromethyl)-1H-1,2,4-triazol-1-yl)pyrimidine ClC1=NC=CC(=N1)N1N=C(N=C1C)C(F)(F)F